FC=1C=C2C(=NNC2=CC1OCCOC)C1=CC(=NO1)C=1C=NC(=CC1)N1CCOCC1 5-Fluoro-6-(2-methoxyethoxy)-3-{3-[6-(morpholin-4-yl)pyridin-3-yl]-1,2-oxazol-5-yl}-1H-indazol